C1(CC1)C(C1CC1)NC(=O)C1=CC(=NN1CC(C(F)(F)F)O)C=1C=C(C=CC1)C=1OC(=CN1)C(=O)N[C@H](C(=O)OC)C(C)C (2S)-methyl 2-(2-(3-(5-((dicyclopropylmethyl) carbamoyl)-1-(3,3,3-trifluoro-2-hydroxypropyl)-1H-pyrazol-3-yl) phenyl) oxazole-5-carboxamido)-3-methylbutyrate